2(R)-[4-Hydroxy-N-(3-pyridylmethyl)phenylsulfonamido]-3-methylbutyrohydroxamic acid OC1=CC=C(C=C1)S(=O)(=O)N(CC=1C=NC=CC1)[C@@H](C(=O)NO)C(C)C